4-methyl-5-oxo-4,5-dihydropyrazine-2-carboxylic acid CN1C=C(N=CC1=O)C(=O)O